4-(piperazin-1-yl)benzofuran-2-carboxylic acid ethyl ester C(C)OC(=O)C=1OC2=C(C1)C(=CC=C2)N2CCNCC2